trans-N1-methyl-N3-(5-(quinolin-6-yl)pyrrolo[2,1-f][1,2,4]triazin-2-yl)cyclobutane-1,3-diamine CN[C@@H]1C[C@H](C1)NC1=NN2C(C=N1)=C(C=C2)C=2C=C1C=CC=NC1=CC2